Bocbutanediamine C(=O)(OC(C)(C)C)C(CCC)(N)N